ClC(C(Cl)(F)F)(Cl)F 1,1,2-trichloro-trifluoroethane